1-(3-chlorophenyl)-N-(2-(4-ethylpiperazin-1-yl)-5-(4-(4-((5-(trifluoromethyl)pyridin-2-yl)oxy)phenyl)piperidine-1-carbonyl)phenyl)methanesulfonamide ClC=1C=C(C=CC1)CS(=O)(=O)NC1=C(C=CC(=C1)C(=O)N1CCC(CC1)C1=CC=C(C=C1)OC1=NC=C(C=C1)C(F)(F)F)N1CCN(CC1)CC